8-(4-chloro-6-morpholino-1,3,5-triazin-2-yl)-3-oxa-8-azabicyclo-[3.2.1]Octane ClC1=NC(=NC(=N1)N1CCOCC1)N1C2COCC1CC2